ClC1=C(C(=O)N2COC3=C(C2)C=CC=C3C3=CC(=C(C(=O)OC)C=C3F)N3C2COCC3CC2)C(=CC(=C1)N1CC2(C1)OCC(CO2)(C)C)Cl methyl 4-[3-[2,6-dichloro-4-(7,7-dimethyl-5,9-dioxa-2-azaspiro[3.5]nonan-2-yl)benzoyl]-2,4-dihydro-1,3-benzoxazin-8-yl]-5-fluoro-2-(3-oxa-8-azabicyclo[3.2.1]octan-8-yl)benzoate